2-[(E)-3-(5-bromo-furan-2-yl)-1-methyl-allylidene]-malononitrile BrC1=CC=C(O1)/C=C/C(C)=C(C#N)C#N